NC1=CC=C(C=C1)C=1C2=CC=C(N2)C(=C2C=CC(C(=C3C=CC(=C(C=4C=CC1N4)C4=CC=C(C=C4)N)N3)C3=CC=C(C=C3)N)=N2)C2=CC=C(C=C2)N 5,10,15,20-tetrakis(4-aminophenyl)-21H,23H-porphine